S1C(=NC=C1)CCCC=1C(=NOC1)C(=O)N (3-(thiazol-2-yl)propyl)isoxazole-3-carboxamide